N[C@@H](CCC(=O)OC)C(=O)N methyl (4S)-4,5-diamino-5-oxopentanoate